CC1=C(C=C(C=C1)C)NCCNCC(COC=1C=C(C=CC1)C)O ((2-((2,5-dimethyl-phenyl)amino)ethyl)amino)-3-(m-tolyloxy)propan-2-ol